4,4,8,8-tetramethyl-9-methylene-bicyclo[3.3.1]nonan-2-one CC1(CC(C2C(CCC1C2=C)(C)C)=O)C